C(=C)C=1C=C(CC2(C3=CC=CC=C3C=3C=CC=CC23)CC2=CC(=CC=C2)C=C)C=CC1 9,9-bis(3-vinylbenzyl)-9H-fluorene